methyl 4-[4-(dimethylamino)-1-piperidyl]-6-fluoro-2-methyl-indazole-7-carboxylate CN(C1CCN(CC1)C=1C2=CN(N=C2C(=C(C1)F)C(=O)OC)C)C